N-(3-{2-[2-(1-aminocyclopropyl)ethynyl]-6-(morpholin-4-yl)pyridin-4-yl}-4-methylphenyl)-2-(trifluoromethyl)pyridine-4-carboxamide NC1(CC1)C#CC1=NC(=CC(=C1)C=1C=C(C=CC1C)NC(=O)C1=CC(=NC=C1)C(F)(F)F)N1CCOCC1